5-[4-(2-hydroxyethoxy)-2,3-dihydro-1H-isoindol-2-yl]-4-(trifluoromethyl)-2-[[2-(trimethylsilyl)ethoxy]methyl]-2,3-dihydropyridazin-3-one OCCOC1=C2CN(CC2=CC=C1)C1=C(C(N(N=C1)COCC[Si](C)(C)C)=O)C(F)(F)F